ethyl 5-((cyclobutyl(5-fluoro-2-hydroxyphenyl) methyl)amino)pyrazolo[1,5-a]pyrimidine-3-carboxylate C1(CCC1)C(C1=C(C=CC(=C1)F)O)NC1=NC=2N(C=C1)N=CC2C(=O)OCC